C(CC)N1C=C(C2=CC(=CC=C12)C1=CC(=NO1)C(=O)O)C#N 5-(N-propyl-3-cyanoindol-5-yl)isoxazole-3-carboxylic acid